BrC1=CC=C(C=C1)[C@H]1[C@@H]([C@H](C[C@H](C1)OCC)C(NC1=C(C=C(C=C1)C(F)(F)F)F)=O)C(=O)O (1S,2R,4S,6S)-2-(4-bromophenyl)-4-ethoxy-6-((2-fluoro-4-(trifluoromethyl)phenyl)carbamoyl)cyclohexane-1-carboxylic acid